N-(2-(4-(4-cyclopropylpiperazine-1-yl)piperidine-1-yl)-4-methoxy-5-((6-((R)-3-phenylisoxazolidine-2-yl)pyrimidine-4-yl)amino)phenyl)acrylamide C1(CC1)N1CCN(CC1)C1CCN(CC1)C1=C(C=C(C(=C1)OC)NC1=NC=NC(=C1)N1OCC[C@@H]1C1=CC=CC=C1)NC(C=C)=O